CC1=CC=C(C=C1)S(=O)(=O)OC[C@@H]1C(CC1)(F)F |r| rac-(2,2-Difluorocyclobutyl)methyl 4-methylbenzenesulfonate